5-(3-((piperidin-4-ylsulfonyl)ethynyl)-5-(trifluoromethyl)phenoxy)-1H-1,2,3-triazole-4-carboxylic acid N1CCC(CC1)S(=O)(=O)C#CC=1C=C(OC2=C(N=NN2)C(=O)O)C=C(C1)C(F)(F)F